C1(=CC=CC=C1)P(C1(C(=C2C=CC=CC2=CC1)C1=CC=CC2=CC=CC=C12)P(C1=CC=CC=C1)C1=CC=CC=C1)C1=CC=CC=C1 2,2-bis(diphenylphosphino)-1,1'-binaphthalene